7-(1H-benzo[d]imidazol-5-yl)isoquinolin-1-amine N1C=NC2=C1C=CC(=C2)C2=CC=C1C=CN=C(C1=C2)N